1-(7-(piperidin-4-yloxy)benzo[b]thiophen-4-yl)piperazine N1CCC(CC1)OC1=CC=C(C2=C1SC=C2)N2CCNCC2